N-(4-acetamidophenyl)-3-(N-(4-bromophenyl)sulfamoyl)benzamide C(C)(=O)NC1=CC=C(C=C1)NC(C1=CC(=CC=C1)S(NC1=CC=C(C=C1)Br)(=O)=O)=O